[Cl-].C(=C)C1=CC=C(C[N+](CCCC)(CCCC)CCCC)C=C1 p-vinylbenzyltributylammonium chloride